COC=1C=C2C(=NC=NC2=CC1OC)N1CCC2(CCNC2)CC1 6,7-dimethoxy-4-(2,8-diazaspiro[4.5]decan-8-yl)quinazoline